C(=C)N1C=[N+](C=C1)C(C(=O)O)C(C)C 2-(N-vinylimidazolium-N'-yl)-3-methylbutanoic acid